BrC1=C(C(=C(C=C1)F)CC)Cl 1-bromo-2-chloro-3-ethyl-4-fluoro-benzene